tert-Butyl 6-(1-methylbenzimidazol-4-yl)-3,4-dihydro-2H-pyridine-1-carboxylate CN1C=NC2=C1C=CC=C2C2=CCCCN2C(=O)OC(C)(C)C